difluoromethyl-5-phenyl-1-(p-tolyl)-1H-pyrazole FC(F)C1=NN(C(=C1)C1=CC=CC=C1)C1=CC=C(C=C1)C